CCCCCCC(C(CCCCCC)O)O tetradecane-7,8-diol